N-(4-carbamoylbenzoyl)-3-methyl-L-valyl-3-(pyridin-4-yl)-L-alanyl-N-[(2S)-2-carboxy-2-{[4-chloro-3-(trifluoromethyl)benzene-1-sulfonyl]amino}ethyl]glycinamide C(N)(=O)C1=CC=C(C(=O)N[C@@H](C(C)(C)C)C(=O)N[C@@H](CC2=CC=NC=C2)C(=O)NCC(=O)NC[C@H](NS(=O)(=O)C2=CC(=C(C=C2)Cl)C(F)(F)F)C(=O)O)C=C1